N-[1-[(3S,4S)-4-[tert-butyl(diphenyl)silyl]oxy-3-cyano-tetrahydrofuran-3-yl]-4-piperidyl]carbamate [Si](C1=CC=CC=C1)(C1=CC=CC=C1)(C(C)(C)C)O[C@H]1[C@@](COC1)(C#N)N1CCC(CC1)NC([O-])=O